NC=1N=C(C2=C(N1)C=NN2CC=2C=C(C=CC2OC)CO)NCC2CC1(CC1)C2 (3-((5-amino-7-((spiro[2.3]hexan-5-ylmethyl)amino)-1H-pyrazolo[4,3-d]pyrimidin-1-yl)methyl)-4-methoxy-phenyl)methanol